N=1N(N=CC1)CCC(=O)[O-] triazole-2-propionate